L-3-cyclohexylalanine C1(CCCCC1)C[C@H](N)C(=O)O